Cl.NCC1CCN(CC1)C(=O)N 4-(Aminomethyl)piperidine-1-carboxamide hydrochloride